N-(2-methoxy-3-{[2-(pyrrolidin-1-yl)ethoxy]methyl}-6H,7H,8H-cyclopenta[b]1,5-naphthyridin-9-yl)-1-(pyridin-3-yl)piperidin-4-amine COC=1N=C2C(=C3C(=NC2=CC1COCCN1CCCC1)CCC3)NC3CCN(CC3)C=3C=NC=CC3